dimethyl 7-oxabicyclo[2.2.1]hepta-2,5-diene-2,3-dicarboxylate C12C(=C(C(C=C1)O2)C(=O)OC)C(=O)OC